4-{5-[(5-Chlorothiophen-2-yl)methoxy]-1-(3-methoxy-2,2-dimethylpropanoyl)-1H-pyrazol-3-yl}-1-[(3-hydroxypyrrolidin-1-yl)sulfonyl]-3-methylpiperidin-2-on ClC1=CC=C(S1)COC1=CC(=NN1C(C(COC)(C)C)=O)C1C(C(N(CC1)S(=O)(=O)N1CC(CC1)O)=O)C